BrC=1C(=NC(=NC1)NC=1C(=NC(=C(C1)C)N1CCC(CC1)N1CCN(CC1)C)OC)NC=1C(=C2N=CC=NC2=CC1)NS(=O)(=O)C N-(6-((5-bromo-2-((2-methoxy-5-methyl-6-(4-(4-methylpiperazin-1-yl)piperidin-1-yl)pyridin-3-yl)amino)pyrimidin-4-yl)amino)quinoxalin-5-yl)methanesulfonamide